C1(CC1)N1C=NC2=C1C=C(C(=C2F)C#CC2=NN(C(=C2C(=O)N)NC)[C@@H]2CN([C@@H](C2)CF)C(C=C)=O)F 3-[2-(1-cyclopropyl-4,6-difluoro-1,3-benzodiazol-5-yl)ethynyl]-1-[(3S,5S)-5-(fluoromethyl)-1-(prop-2-enoyl)pyrrolidin-3-yl]-5-(methylamino)pyrazole-4-carboxamide